4-[[3-(2,3-difluoro-4-methoxy-phenyl)imidazo[1,2-a]pyrazin-8-yl]amino]-N-[5-[5-(1,3-dioxoisoindolin-2-yl)pentyl-methyl-amino]pentyl]-2-ethyl-benzamide FC1=C(C=CC(=C1F)OC)C1=CN=C2N1C=CN=C2NC2=CC(=C(C(=O)NCCCCCN(C)CCCCCN1C(C3=CC=CC=C3C1=O)=O)C=C2)CC